zinc monoammonium carbonate C([O-])([O-])=O.[NH4+].[Zn+]